C1(CC1)NC1CCN(CC1)C=1C2=CN(N=C2C(=CC1)C(=O)NC=1C=C(C=2N(C1)C=C(N2)C)CNS(=O)(=O)C)C 4-[4-(cyclopropylamino)-1-piperidyl]-N-[8-(methanesulfonamidomethyl)-2-methyl-imidazo[1,2-a]pyridin-6-yl]-2-methyl-indazole-7-carboxamide